1-((2,4-dimethoxyphenyl)sulfonyl)-6-methoxy-1,2,3,4-tetrahydroquinoxaline COC1=C(C=CC(=C1)OC)S(=O)(=O)N1CCNC2=CC(=CC=C12)OC